C(C)N(C(\C=C\C(=O)O)=O)CC fumaric acid-N,N-diethylamide